1-(3,5-diisopropylphenyl)ethan-1-one C(C)(C)C=1C=C(C=C(C1)C(C)C)C(C)=O